Cl.C1(CC1)CON O-(cyclopropylmethyl)hydroxylamine hydrochloride